C(#N)C1=CC=C(C=N1)NCCC1OCC2(CO1)CCN(CC2)C(=O)OC(C)(C)C tert-butyl 3-(2-((6-cyanopyridin-3-yl)amino)ethyl)-2,4-dioxa-9-azaspiro[5.5]undecane-9-carboxylate